NCCCCC1CC(N(C1)C1=CC=C(C=C1)NC=1C=2N(C=CN1)C(=CN2)C2=CC=C(C=C2)OC(F)F)=O 4-(4-aminobutyl)-1-[4-[[3-[4-(difluoromethoxy)phenyl]imidazo[1,2-a]pyrazin-8-yl]amino]phenyl]pyrrolidin-2-one